3,4-Diphenyl-1-(pyridin-3-yl)pyrrole-2,5-dione C1(=CC=CC=C1)C=1C(N(C(C1C1=CC=CC=C1)=O)C=1C=NC=CC1)=O